FC1(CCN(CCC1)C1=NC2=CC=CN=C2C=C1C(=O)OCC)F ethyl 2-(4,4-difluoroazepan-1-yl)-1,5-naphthyridine-3-carboxylate